[tert-butyl(dimethyl)silyl]oxy-3-[[tertbutyl(dimethyl)silyl]oxy-methyl]-butan-1-ol [Si](C)(C)(C(C)(C)C)OC(CC(C)CO[Si](C)(C)C(C)(C)C)O